morpholino(8-((4-((tetrahydro-2H-pyran-4-yl)amino)-7H-pyrrolo[2,3-d]pyrimidin-2-yl)amino)-2,3-dihydrobenzo[b][1,4]dioxin-5-yl)methanone 2,2,2-trifluoro-acetate FC(C(=O)O)(F)F.O1CCN(CC1)C(=O)C1=CC=C(C=2OCCOC21)NC=2N=C(C1=C(N2)NC=C1)NC1CCOCC1